tert-butyl 4-((7-(1-(adamantan-1-ylmethyl)-5-methyl-1H-pyrazol-4-yl)-8-(methoxycarbonyl)quinolin-4-yl)amino)thiazole-5-carboxylate C12(CC3CC(CC(C1)C3)C2)CN2N=CC(=C2C)C2=CC=C3C(=CC=NC3=C2C(=O)OC)NC=2N=CSC2C(=O)OC(C)(C)C